CC(C)(C)OC(=O)CN(CCCC[C@@H](C(=O)O)NC(=O)OCC1C2=CC=CC=C2C3=CC=CC=C13)C(=O)OC(C)(C)C (S)-Fmoc-2-amino-6-(Boc-tert-butoxycarbonylmethyl-amino)-hexanoic acid